CN1C(C2=CC=C(C=C2CC1)O)C1=CC=C(C=C1)C 2-methyl-1-(p-tolyl)-1,2,3,4-tetrahydroisoquinoline-6-ol